1-(9,9-Dibutyl-7-nitrofluoren-2-yl)-3-cyclohexyl-propan-1-one C(CCC)C1(C2=CC(=CC=C2C=2C=CC(=CC12)C(CCC1CCCCC1)=O)[N+](=O)[O-])CCCC